N-(4-(2-((1-(azetidin-3-yl)-1H-pyrazol-4-yl)amino)pyrimidin-4-yl)-2-methylbenzyl)-2-(tert-butyl)thiazole-5-carboxamide N1CC(C1)N1N=CC(=C1)NC1=NC=CC(=N1)C1=CC(=C(CNC(=O)C2=CN=C(S2)C(C)(C)C)C=C1)C